2,4-dichloro-6-iodophenyl (4-fluorophenyl)(methyl)carbamate FC1=CC=C(C=C1)N(C(OC1=C(C=C(C=C1I)Cl)Cl)=O)C